N-ethyl-2-(7-methoxynaphthalen-1-yl)-N-methylethan-1-amine hydrochloride Cl.C(C)N(CCC1=CC=CC2=CC=C(C=C12)OC)C